(4-(3-fluorophenoxy)phenyl)boronic acid FC=1C=C(OC2=CC=C(C=C2)B(O)O)C=CC1